di-α-naphthylmethane C1(=CC=CC2=CC=CC=C12)CC1=CC=CC2=CC=CC=C12